P-Aminobenzoic acid NC1C=CC(C(=O)O)=CC=1